(((6-(2-oxopiperazin-1-yl)pyridin-2-yl)oxy)methyl)benzonitrile O=C1N(CCNC1)C1=CC=CC(=N1)OCC1=C(C#N)C=CC=C1